7-fluoro-2-methyl-5-{5-[(2R,4S)-2-methylpiperidin-4-yl]thieno[2,3-c]pyrazol-2-yl}indazole FC1=CC(=CC2=CN(N=C12)C)N1N=C2C(=C1)C=C(S2)[C@@H]2C[C@H](NCC2)C